(2R)-N-(4-tert-butylphenyl)-1-cyano-N-[2-(cyclohexylamino)-1-(5-methoxy-3-pyridyl)-2-oxo-ethyl]pyrrolidine-2-carboxamide C(C)(C)(C)C1=CC=C(C=C1)N(C(=O)[C@@H]1N(CCC1)C#N)C(C(=O)NC1CCCCC1)C=1C=NC=C(C1)OC